N[C@@H](C)C(=O)N[C@@H](CCC(N)=O)C(=O)O Alanyl-Glutamin